N-(2-(2,6-dioxopiperidin-3-yl)-1-oxoisoindolin-5-yl)-3H-imidazo[4,5-c]pyridine-6-carboxamide O=C1NC(CCC1N1C(C2=CC=C(C=C2C1)NC(=O)C1=CC2=C(C=N1)NC=N2)=O)=O